(R)-3-(8-amino-1-((4-(2-(dimethylamino)-2-oxoethyl)-2,3-dimethylphenyl)carbamoyl)imidazo[1,5-a]pyrazin-3-yl)piperidine-1-carboxylic acid tert-butyl ester C(C)(C)(C)OC(=O)N1C[C@@H](CCC1)C1=NC(=C2N1C=CN=C2N)C(NC2=C(C(=C(C=C2)CC(=O)N(C)C)C)C)=O